C(C)(C)(C)OC(=O)N1CCC(CC1)O.C(CCCCCCC)C1CCCCC1 OCTYL-CYCLOHEXANE tert-butyl-4-hydroxypiperidine-1-carboxylate